Pentaene CCCC=C